FC(C1=CC(=C(C=C1)C(=C)OCC)F)F 4-(difluoromethyl)-1-(1-ethoxyvinyl)-2-fluorobenzene